(4-(4-chlorophenyl)-6-(4-methoxyphenyl)pyrimidin-2-yl)-2-(pyrrolidin-1-yl)acetamide ClC1=CC=C(C=C1)C1=NC(=NC(=C1)C1=CC=C(C=C1)OC)C(C(=O)N)N1CCCC1